COC1=C(C=C2C(NC(=NC2=C1)C)=C=O)C1CCC(CC1)C(=O)OC methyl (1R,4R)-4-(7-methoxy-2-methyl-4-carbonyl-3,4-dihydroquinazolin-6-yl)cyclohexane-1-carboxylate